2-(2-Chloro-5-fluorophenyl)-1-((1S,3R)-3-(hydroxymethyl)-1-methyl-5-(1H-pyrazol-4-yl)-3,4-dihydroisochinolin-2(1H)-yl)ethan-1-on ClC1=C(C=C(C=C1)F)CC(=O)N1[C@H](C2=CC=CC(=C2C[C@@H]1CO)C=1C=NNC1)C